((2R,3S,4R,5R)-5-(6-((3-ethynylphenyl)amino)-9H-purin-9-yl)-3,4-dihydroxytetrahydrofuran-2-yl)methyl (tert-butoxycarbonyl)sulfamate C(C)(C)(C)OC(=O)NS(OC[C@H]1O[C@H]([C@@H]([C@@H]1O)O)N1C2=NC=NC(=C2N=C1)NC1=CC(=CC=C1)C#C)(=O)=O